C(CCC\C=C/CC)OC(CCC(=O)OCCCCCN(CCCCCCCC(=O)OCCCCCCCCC)CCO)OCCCC\C=C/CC.CC(CCC(C)C)NC1=CC=C(C=C1)NC(CCC(C)C)C bis(1,4-dimethylpentyl) p-phenylenediamine nonyl 8-((5-((4,4-bis(((Z)-oct-5-en-1-yl)oxy)butanoyl)oxy)pentyl)(2-hydroxyethyl)amino)octanoate